sodium dodecyl-sulfur benzenesulfonate C1(=CC=CC=C1)S(=O)(=O)[O-].C(CCCCCCCCCCC)[S+].[Na+].C1(=CC=CC=C1)S(=O)(=O)[O-]